N1C=NC(=C1)S(=O)(=O)C1=C(C(=C(C=C1CCCCC)O)C1CCCC(=C1)C)O 3-((1H-imidazol-4-yl)sulfonyl)-5'-methyl-4-pentyl-1',2',3',4'-tetrahydro-[1,1'-biphenyl]-2,6-diol